3-[4-[4-(4-piperidyl)-1-piperidyl]-3-(trifluoromethyl)anilino]piperidine-2,6-dione N1CCC(CC1)C1CCN(CC1)C1=C(C=C(NC2C(NC(CC2)=O)=O)C=C1)C(F)(F)F